2-methoxy-1-(1-methylcyclopropyl)-1H-benzo[d]imidazol-6-ol COC1=NC2=C(N1C1(CC1)C)C=C(C=C2)O